tin sodium [Na].[Sn]